ClC1=CC=C(C=C1)[C@@]1(N(C(C2=CC(=CC(=C12)F)C(CN(C)C)(C)O)=O)CC1=NC=C(C=C1)Cl)O[C@@H]1COCC1 (3R)-3-(4-Chlorophenyl)-2-[(5-chloropyridin-2-yl)methyl]-6-[1-(dimethylamino)-2-hydroxypropan-2-yl]-4-fluoro-3-[(3S)-oxolan-3-yloxy]-2,3-dihydro-1H-isoindol-1-on